2-(benzylsulfanyl)-4-nitrobenzonitrile C(C1=CC=CC=C1)SC1=C(C#N)C=CC(=C1)[N+](=O)[O-]